tert-butyl (2S,6S*)-2-{[(1S)-1-cyano-2-[4-(3-methyl-2-oxo-2,3-dihydro-1,3-benzoxazol-5-yl)phenyl]ethyl]carbamoyl}-6-methoxy-1,4-oxazocane-4-carboxylate C(#N)[C@H](CC1=CC=C(C=C1)C=1C=CC2=C(N(C(O2)=O)C)C1)NC(=O)[C@H]1OCC[C@@H](CN(C1)C(=O)OC(C)(C)C)OC |o1:28|